ClC1(N=C(C=N1)C1=C(C(=C(C=C1)OC)F)F)C(=O)NC1=CC(=C(C=C1)C(=O)N1CCN(CC1)C(=O)[C@H]1NC[C@](C1)(O)CC)Cl 2-chloro-N-[3-chloro-4-[4-[(2s,4s)-4-ethyl-4-hydroxy-pyrrolidine-2-carbonyl]piperazine-1-carbonyl]phenyl]-5-(2,3-difluoro-4-methoxy-phenyl)-imidazole-2-carboxamide